6'-bromo-2'-methylspiro[cyclopropane-1,1'-Isoindoline]-3'-one BrC1=CC=C2C(N(C3(C2=C1)CC3)C)=O